ClC=1C=C(C=2C=NNC(C2C1)=O)CCC(=O)O 7-chloro-1-oxo-1,2-dihydrophthalazin-5-propanoic acid